[Na].[Na].C(CCCCCCCCCCCCCCCCC)(=O)N[C@@H](CCC(=O)O)C(=O)O stearoylglutamic acid disodium